(S)-1-(6,7-dichloro-8-methoxy-1-methyl-1,3-dihydro-2H-pyrrolo[3,4-c]quinolin-2-yl)-2-hydroxyethan-1-one ClC1=C(C(=CC=2C3=C(C=NC12)CN([C@H]3C)C(CO)=O)OC)Cl